SCCC(=O)O.SCCC(=O)O.SCCC(=O)O.C(C)C(C)(CC)CC triethylethane tris-(3-mercaptopropionate)